2-[4-[8-[4-[4-[(2S)-2-aminopropanoyl]piperazine-1-carbonyl]-3-chloroanilino]imidazo[1,2-a]pyrazin-3-yl]-3-(trifluoromethyl)pyrazol-1-yl]acetonitrile N[C@H](C(=O)N1CCN(CC1)C(=O)C1=C(C=C(NC=2C=3N(C=CN2)C(=CN3)C=3C(=NN(C3)CC#N)C(F)(F)F)C=C1)Cl)C